3-chloro-2-{[1,2]thiazolo[4,5-b]pyridin-7-yl}(6,6,7,7-2H4)-5H-pyrazolo[1,5-a]pyrazin-4-one ClC=1C(=NN2C1C(NC(C2([2H])[2H])([2H])[2H])=O)C2=C1C(=NC=C2)C=NS1